N-(3-(n-butoxy)propyl)-3-(imidazolyl)propan-1-amine C(CCC)OCCCNCCCC=1NC=CN1